COCCOCCOCCOCCOC(C1=CC(=CC=C1)C1=NOC(=N1)C1=C(C=CC=C1)F)=O 3-[5-(2-Fluoro-phenyl)-[1,2,4]oxadiazol-3-yl]-benzoic acid 2-{2-[2-(2-methoxy-ethoxy)-ethoxy]-ethoxy}-ethyl ester